4-methoxyphenyl-diphenyl-phosphorus oxide COC1=CC=C(C=C1)P(C1=CC=CC=C1)(C1=CC=CC=C1)=O